(Z)-2-amino-6-cyclopropyl-4-(1-methyl-1H-pyrazol-3-yl)-7-phenylmethylene-6,7-dihydro-5H-pyrrolo[3,4-d]pyrimidin-5-one NC=1N=C(C2=C(N1)/C(/N(C2=O)C2CC2)=C/C2=CC=CC=C2)C2=NN(C=C2)C